C(#N)C1=CC(=NC=C1)N1C[C@@](C2=C1N=CN=C2N2[C@H](CN([C@@H](C2)C)C(=O)OC(C)(C)C)C)(C(=O)OCC)C ethyl (5R)-7-(4-cyano-2-pyridinyl)-4-[(2S,5R)-2,5-dimethyl-4-[(2-methylpropan-2-yl)oxycarbonyl]piperazin-1-yl]-5-methyl-6H-pyrrolo[2,3-d]pyrimidine-5-carboxylate